FC1=C(C=CC(=C1)F)C1=CC=C(C=C1)C1CN(C1)C(=O)N1C[C@H](CC1)C1=CC=NN1 [3-[4-(2,4-Difluorophenyl)phenyl]azetidin-1-yl]-[(3S)-3-(1H-pyrazol-5-yl)pyrrolidin-1-yl]methanone